ClC1=C(C(N(C2=CC(=CC=C12)C(F)(F)F)C)=O)C#N 4-Chloro-1-methyl-2-oxo-7-(trifluoromethyl)-1,2-dihydroquinoline-3-carbonitrile